ClC=1C2=C(N(C(N1)=O)C1=C(C=CC=C1)Cl)C=C(S2)Cl 4,6-dichloro-1-(2-chlorophenyl)thieno[3,2-d]pyrimidin-2(1H)-one